(E)-N-(5-(3-(1-((5-cyclopropyl-1H-pyrazol-3-yl)amino)-3-methyl-1-oxobutan-2-yl)phenyl)pyridin-2-yl)-4-(3-fluoropiperidin-1-yl)but-2-enamide C1(CC1)C1=CC(=NN1)NC(C(C(C)C)C=1C=C(C=CC1)C=1C=CC(=NC1)NC(\C=C\CN1CC(CCC1)F)=O)=O